(1R,3aR,6aS)-N-((S)-1-cyano-2-((S)-2-oxopyrrolidin-3-yl)ethyl)-4,4-difluoro-2-(9-hydroxy-9H-fluorene-9-carbonyl)octahydrocyclopenta[c]pyrrole-1-carboxamide C(#N)[C@H](C[C@H]1C(NCC1)=O)NC(=O)[C@@H]1N(C[C@H]2[C@@H]1CCC2(F)F)C(=O)C2(C1=CC=CC=C1C=1C=CC=CC21)O